CN(S(=O)(=O)C1=CC=C(C=C1)C)C1=C(C=CC=C1)C#CC1=CC=CC=C1 N,4-dimethyl-N-(2-(phenylethynyl)phenyl)benzenesulfonamide